BrC=1C=C2C(=CC1)NC(C21CCN(CC1)CCOC1=CC=C(C=C1)S(=O)(=O)C)=O 5-bromo-1'-[2-(4-methanesulfonylphenoxy)ethyl]-1,2-dihydrospiro[indole-3,4'-piperidin]-2-one